tert-butyl (1S,4S)-5-[4-[5-chloro-4-(2,2-difluoroethoxy)-2-fluoro-anilino]pyrido[3,2-d]pyrimidin-6-yl]-2,5-diazabicyclo[2.2.1]heptane-2-carboxylate ClC=1C(=CC(=C(NC=2C3=C(N=CN2)C=CC(=N3)N3[C@@H]2CN([C@H](C3)C2)C(=O)OC(C)(C)C)C1)F)OCC(F)F